CN1N=CC(=C1C)C1=CC(=NC2=CC=CC=C12)C(=O)O 4-(1,5-dimethylpyrazol-4-yl)quinoline-2-carboxylic acid